COC=1C=C(C=CC1N1CCC(CC1)N1CCN(CC1)C)NC=O N-(3-methoxy-4-(4-(4-methylpiperazin-1-yl)piperidin-1-yl)phenyl)carboxamide